ClC1=CC=C(CN2C(=NC=3N(C(N(C(C23)=O)CCCO)=O)C)\C=C(/C)\C2CCCC2)C=C1 (E)-7-(4-chlorobenzyl)-8-(2-cyclopentylprop-1-en-1-yl)-1-(3-hydroxypropyl)-3-methyl-3,7-dihydro-1H-purine-2,6-dione